FC1=C(SC=C1)C(=O)NC1=NN(C2=CC=CC=C12)CC1=CC=C(C=C1)C(F)(F)F 3-fluoro-N-(1-(4-(trifluoromethyl)benzyl)-1H-indazol-3-yl)thiophene-2-carboxamide